C1(CCCC1)C1=CC(=C(C(=C1)F)NC(C1=C(C=C(C(=C1)[N+](=O)[O-])SC)SC1=NN=NN1C)=O)F N-(4-cyclopentyl-2,6-difluorophenyl)-2-[(1-methyl-1H-1,2,3,4-tetrazol-5-yl)sulfanyl]-4-(methylsulfanyl)-5-nitrobenzamide